3-(3,3-dimethylbutyl)-1,1,1,3,5,5,5-heptamethyltrisiloxane CC(CC[Si](O[Si](C)(C)C)(O[Si](C)(C)C)C)(C)C